(S)-2-ethyl-6-(4-methoxy-1H-benzo[d]imidazol-2-yl)-7-((1-(pyrimidin-2-yl)ethyl)amino)-2H-pyrazolo[4,3-b]pyridin-5(4H)-one C(C)N1N=C2C(NC(C(=C2N[C@@H](C)C2=NC=CC=N2)C2=NC3=C(N2)C=CC=C3OC)=O)=C1